N,N'-bis-(Cinnamoyl)-N''-phenylguanidin C(C=CC1=CC=CC=C1)(=O)NC(=NC1=CC=CC=C1)NC(C=CC1=CC=CC=C1)=O